C(C)N(C(OC(C)(C)C)=O)C=1C=C(C=C2C(C(NC12)=O)(N1C[C@@H](CCC1)NC=1C=NC(=CC1)C#N)C)F tert-butyl N-ethyl-N-[5-fluoro-3-methyl-2-oxo-3-[(3R)-3-[(6-cyano-3-pyridyl)amino]-1-piperidyl]indolin-7-yl]carbamate